3-(5-ethyl-1,3-thiazol-2-yl)-5-[(2S)-morpholin-2-ylmethoxy]-N-{(1R)-[6-(trifluoromethyl)pyridazin-3-yl]ethyl}benzamide indium titanium cerium niobium [Nb].[Ce].[Ti].[In].C(C)C1=CN=C(S1)C=1C=C(C(=O)NCCC=2N=NC(=CC2)C(F)(F)F)C=C(C1)OC[C@@H]1CNCCO1